FC1(CC(C1)N1C(=NC2=NC=C(C=C21)C=2C=CN1N=C(N=CC12)N[C@@H]1C[C@H](C1)NC)C)F trans-N1-(5-(1-(3,3-difluorocyclobutyl)-2-methyl-1H-imidazo[4,5-b]pyridin-6-yl)pyrrolo[2,1-f][1,2,4]triazin-2-yl)-N3-methylcyclobutane-1,3-diamine